(1S,2s)-2-{[(benzyloxy)carbonyl]amino}-4,4-difluorocyclohexyl acetate C(C)(=O)O[C@@H]1[C@H](CC(CC1)(F)F)NC(=O)OCC1=CC=CC=C1